ClC1=CC=C(C=C1Cl)C 4,5-dichloro-methylbenzene